BrC=1C=C(C(=O)O)C(=CN1)OC1CC1 2-bromo-5-cyclopropyloxyisonicotinic acid